CC1=CC=C(C=C1)CN 4-methylbenzenemethanamine